2-bromoethyl thiosulfonate S(=S)(=O)OCCBr